3-chloro-5-((3,5-dichlorophenylimino)-methyl)phenol ClC=1C=C(C=C(C1)C=NC1=CC(=CC(=C1)Cl)Cl)O